O[C@H]([C@@H]([C@H](N)C(=O)O)C)CO (3R,4R)-4,5-dihydroxyisoleucine